N-(6-methoxy-1-(4-(trifluoromethyl)phenyl)-1,2,3,4-tetrahydro-1,5-naphthyridin-3-yl)acrylamide COC=1N=C2CC(CN(C2=CC1)C1=CC=C(C=C1)C(F)(F)F)NC(C=C)=O